(E)-2-methyl-3-(7-methyl-1H-indol-3-yl)-1-(3,4,5-trimethoxyphenyl)prop-2-en-1-one C/C(/C(=O)C1=CC(=C(C(=C1)OC)OC)OC)=C\C1=CNC2=C(C=CC=C12)C